2-(4-(((1R,2R)-2-hydroxycyclohexyl)amino)pyrrolo[1,2-d][1,2,4]triazin-1-yl)-5-(trifluoromethyl)phenol O[C@H]1[C@@H](CCCC1)NC1=NN=C(C=2N1C=CC2)C2=C(C=C(C=C2)C(F)(F)F)O